2-(5-bromo-3-pyridinyl)-4-methyl-pyrimidin-5-amine BrC=1C=C(C=NC1)C1=NC=C(C(=N1)C)N